COC1=C(C=C(C=C1)C)C1=C(C=C(C=C1)C)C1=NC=CC=C1 ((3r,5r,7r)-2'-methoxy-4,5'-dimethyl-[1,1'-biphenyl]-2-yl)pyridine